P(=O)([O-])([O-])[O-] (R)-phosphate